ClC1=CC=C(C=C1)C1=C(COCC1)CN1CCN(CC1)C(=O)C=1C=C2CN(C(C2=CC1)=O)C1C(NC(CC1)=O)=O 3-(5-(4-((4-(4-chlorophenyl)-5,6-dihydro-2H-pyran-3-yl)methyl)piperazine-1-carbonyl)-1-oxoisoindolin-2-yl)piperidine-2,6-dione